trans-6-chloro-N-(4-((6-chloroquinolin-2-ylamino)methyl)cyclohexyl)quinoline-2-carboxamide ClC=1C=C2C=CC(=NC2=CC1)C(=O)N[C@@H]1CC[C@H](CC1)CNC1=NC2=CC=C(C=C2C=C1)Cl